C(C)(=O)C=1N=CN(C(C1OC=1C(=C(C#N)C=C(C1)Cl)F)=O)CC1=CC=C(C=C1)OC ((4-acetyl-1-(4-methoxybenzyl)-6-oxo-1,6-dihydropyrimidin-5-yl)oxy)-5-chloro-2-fluorobenzonitrile